(3S,6S,8S,9aR)-6-amino-8-methyl-3-(3-(pyridin-3-yl)azetidine-1-carbonyl)octahydro-5H-pyrrolo[1,2-a]azepin-5-one N[C@H]1C[C@@H](C[C@@H]2N(C1=O)[C@@H](CC2)C(=O)N2CC(C2)C=2C=NC=CC2)C